COC=1C=C(C=CC1)C=1C=C2C(=NC1)NCN2CC(C=2SC=CC2)=O 6-(3-Methoxyphenyl)-1-[2-oxo-2-(2-thienyl)ethyl]-3H-imidazo[4,5-b]pyridin